2-(ethoxymethyl)-1-{[1-(morpholin-4-ylcarbonyl)piperidin-4-yl]methyl}-7-(pyridin-3-yl)-1H-imidazo[4,5-c]quinolin-4-amine C(C)OCC=1N(C2=C(C(=NC=3C=C(C=CC23)C=2C=NC=CC2)N)N1)CC1CCN(CC1)C(=O)N1CCOCC1